2-(acetoxy)ethoxyamine C(C)(=O)OCCON